(1-pyrimidin-2-yl-cyclopropyl)-carbamic acid tert-butyl ester C(C)(C)(C)OC(NC1(CC1)C1=NC=CC=N1)=O